BrC1=C(C(=C(C=C1)CC(=O)O)F)C 2-(4-bromo-2-fluoro-3-methyl-phenyl)acetic acid